O[C@@H]1C[C@H](N(C1)C([C@H](C(C)(C)C)N1N=NC(=C1)C(C)(C)NS(=O)(=O)C)=O)C(=O)NC (2S,4R)-4-hydroxy-1-[(2S)-2-[4-[1-(methanesulfonamido)-1-methyl-ethyl]triazol-1-yl]-3,3-dimethyl-butanoyl]-N-methyl-pyrrolidine-2-carboxamide